4-(1-(3,5-difluoropyridin-2-yl)ethoxy)-2'-(2-fluoro-3-(2-hydroxypropan-2-yl)phenyl)-3,5',6-trimethyl-2H-[1,4'-bipyridin]-2-one FC=1C(=NC=C(C1)F)C(C)OC1=C(C(N(C(=C1)C)C1=CC(=NC=C1C)C1=C(C(=CC=C1)C(C)(C)O)F)=O)C